2-(7-methoxy-2-methylquinolin-6-yl)-2-oxoethyl 2-((tert-butoxycarbonyl)amino)-2-ethylpent-4-enoate C(C)(C)(C)OC(=O)NC(C(=O)OCC(=O)C=1C=C2C=CC(=NC2=CC1OC)C)(CC=C)CC